C(C1=CC=CC=C1)N1C(C(=CC(=C1)C(=O)NC1CC(C1)OCC)C(=O)NC)=O 1-benzyl-N5-(3-ethoxycyclobutyl)-N3-methyl-2-oxo-1,2-dihydropyridine-3,5-dicarboxamide